ClC=1C=C(C=C(C1)NS(=O)(=O)C)NC(=O)C1=CN(C(=C1)C)C1=NC=C(C=C1F)N1CC(CC1)(F)F N-(3-chloro-5-(methylsulfonylamino)phenyl)-1-(5-(3,3-difluoropyrrolidin-1-yl)-3-fluoropyridin-2-yl)-5-methyl-1H-pyrrole-3-carboxamide